bis(tri-t-butylphosphine) platinum (0) [Pt].C(C)(C)(C)P(C(C)(C)C)C(C)(C)C.C(C)(C)(C)P(C(C)(C)C)C(C)(C)C